CN1C(CCC1(OC)C)(OC)C N-methyl-2,5-dimethyl-2,5-dimethoxydihydropyrrole